CC=1SC(=CN1)CN1C(NC2=C(C1=O)C=C(S2)S(=O)(=O)Cl)=O 3-((2-methylthiazole-5-yl)methyl)-2,4-dioxo-1,2,3,4-tetrahydrothieno[2,3-d]pyrimidin-6-sulfonyl chloride